3-Amino-3-[(1-ethoxy-3-hydroxy-1-oxopropan-2-yl)carbamoyl]propanoic acid NC(CC(=O)O)C(NC(C(=O)OCC)CO)=O